N-(3,5-difluoropyridin-2-yl)-3-((13S,15R)-13-methyl-17-oxo-7,8,9,11,12,13,14,15,16,17-decahydro-6H-cyclopenta[a]phenanthren-15-yl)propanamide FC=1C(=NC=C(C1)F)NC(CC[C@H]1C2C3CCC=4C=CC=CC4C3CC[C@@]2(C(C1)=O)C)=O